1-(5-((4-(difluoromethoxy)phenyl)sulfonyl)-3,4,5,6-tetrahydropyrrolo[3,4-c]pyrrol-2(1H)-yl)-2-(1H-tetrazol-1-yl)ethan-1-one FC(OC1=CC=C(C=C1)S(=O)(=O)N1CC2=C(C1)CN(C2)C(CN2N=NN=C2)=O)F